ClC=1C(=CC(=C(N)C1)F)C=1C=NC(=CC1)OC1CCC(CC1)OC 5-chloro-2-fluoro-4-(6-(((1r,4r)-4-methoxycyclohexyl)oxy)pyridin-3-yl)aniline